3-(ethylsulfanyl)-2-(5-methyl-4-(4-(trifluoromethoxy)phenyl)-1H-pyrazol-1-yl)pyridine C(C)SC=1C(=NC=CC1)N1N=CC(=C1C)C1=CC=C(C=C1)OC(F)(F)F